benzyl 2-((2-oxopyrrolidin-3-yl)methyl)hydrazinecarboxylate O=C1NCCC1CNNC(=O)OCC1=CC=CC=C1